1,4-thiazinane 1-oxide S1(CCNCC1)=O